C(#N)C[C@@H]1N(CCN(C1)C1=NC(=NC2=C(C(=CC=C12)C1=CC=CC2=CC=CC(=C12)C#C[Si](C(C)C)(C(C)C)C(C)C)F)F)C(=O)OC(C)(C)C tert-butyl (S)-2-(cyanomethyl)-4-(2,8-difluoro-7-(8-((triisopropylsilyl)ethynyl)naphthalene-1-yl) quinazoline-4-yl)piperazine-1-carboxylate